3-(cyanomethyl)-azetidine-1-carboxylic acid tert-butyl ester C(C)(C)(C)OC(=O)N1CC(C1)CC#N